4,4-di-t-octylcyclohexyl peroxide C(C)(C)(CC(C)(C)C)C1(CCC(CC1)OOC1CCC(CC1)(C(C)(C)CC(C)(C)C)C(C)(C)CC(C)(C)C)C(C)(C)CC(C)(C)C